CC(C#N)S Thiopropionitrile